CN(C1CN(CC1)C1=C(C=C(C=C1)N)N)C 4-(3-(dimethylamino)pyrrolidin-1-yl)benzene-1,3-diamine